C(=O)(OC(C)(C)C)N1C[C@@H](CC1)N (R)-(-)-1-Boc-3-aminopyrrolidine